(2S,4aR,6R,7S,8R,8aS)-methyl-7-acetoxy-2-phenyl-8-(((trifluoromethyl)sulfonyl)oxy)hexahydropyrano[3,2-d][1,3]dioxine-6-carboxylate COC(=O)[C@H]1[C@@H]([C@@H]([C@H]2O[C@H](OC[C@H]2O1)C1=CC=CC=C1)OS(=O)(=O)C(F)(F)F)OC(C)=O